potassium 2-[(prop-2-en-1-yl) amino]-1,3-thiazole-4-carboxylate C(C=C)NC=1SC=C(N1)C(=O)[O-].[K+]